1-({[(2-{4-[4-chloro-2-(4-methyl-1,2,4-triazol-3-yl)phenyl]-6-cyclopropylpyridin-2-yl}-7-fluoro-1,3-benzoxazol-5-yl)methyl]amino}methyl)cyclobutan-1-ol ClC1=CC(=C(C=C1)C1=CC(=NC(=C1)C1CC1)C=1OC2=C(N1)C=C(C=C2F)CNCC2(CCC2)O)C2=NN=CN2C